9-fluoro-4-oxo-quinolizine FC1=CC=CN2C(C=CC=C12)=O